C(C)S(=O)(=O)C=1C=CC(=C(C(=O)N)C1)OC 5-(ethylsulfonyl)-2-methoxybenzamide